N-nitrosodiisopropyl-amine N(=O)N(C(C)C)C(C)C